(S)-2-((6-((S)-1-amino-1,3-dihydrospiro[inden-2,4'-piperidin]-1'-yl)-1H-pyrazolo[3,4-b]pyrazin-3-yl)(methyl)amino)propionitrile N[C@@H]1C2=CC=CC=C2CC12CCN(CC2)C2=CN=C1C(=N2)NN=C1N([C@H](C#N)C)C